(S)-6'-bromo-8-(difluoromethoxy)-5'-fluoro-3',4'-dihydro-2'H,3H-spiro[imidazo[1,2-a]pyridine-2,1'-naphthalene]-6-carbonitrile BrC=1C(=C2CCC[C@@]3(C2=CC1)N=C1N(C=C(C=C1OC(F)F)C#N)C3)F